CC(CC(C)(OOC(C)(C)CC)C)O 1,3-dimethyl-3-(t-pentylperoxy)butanol